NC1=C(C(=NC=N1)N1CC(C(CC1)O)N1C([C@@H](CCC1)NC1=CC(=CC(=C1)Cl)Cl)=O)F trans-(3R)-1'-(6-Amino-5-fluoropyrimidin-4-yl)-3-(3,5-dichlorophenylamino)-4'-hydroxy-1,3'-bipiperidin-2-one